C(C)(C)(C)OC(CC[C@@H](C(=O)N)N1NC2=CC(=CC=C2C1=O)CNC(=O)NC1=CC(=C(C=C1)C)Cl)=O (S)-5-amino-4-(6-((3-(3-chloro-4-methylphenyl)ureido)methyl)-3-oxo-1,3-dihydro-2H-indazol-2-yl)-5-oxopentanoic acid tert-butyl ester